N-[(1R)-1-(3-benzoylphenyl)ethyl]methanesulfonamide C(C1=CC=CC=C1)(=O)C=1C=C(C=CC1)[C@@H](C)NS(=O)(=O)C